isopropyl (R)-4-(5-bromo-3,3-dimethyl-2,3-dihydro-1H-pyrrolo[3,2-b]pyridin-1-yl)-2-((4-(3-(dimethylamino)pyrrolidin-1-yl)-2-methoxy-5-nitrophenyl)amino)pyrimidine-5-carboxylate BrC1=CC=C2C(=N1)C(CN2C2=NC(=NC=C2C(=O)OC(C)C)NC2=C(C=C(C(=C2)[N+](=O)[O-])N2C[C@@H](CC2)N(C)C)OC)(C)C